phosphorous acid, dinonylphenyl bis(nonylphenyl) ester P(OC1=C(C(=CC=C1)CCCCCCCCC)CCCCCCCCC)(OC1=C(C=CC=C1)CCCCCCCCC)OC1=C(C=CC=C1)CCCCCCCCC